C(C1=CC=CC=C1)OC=1C=C2C(C=C(OC2=CC1)C(=O)NS(=O)(=O)C1=CC=CC=C1)=O 6-(benzyloxy)-4-oxo-N-(benzenesulfonyl)-4H-chromene-2-carboxamide